1-[2-[2-(trifluoromethyl)imidazo[2,1-b]thiazol-5-yl]pyrimidin-4-yl]-1,4-diazepan-5-one FC(C1=CN2C(S1)=NC=C2C2=NC=CC(=N2)N2CCNC(CC2)=O)(F)F